t-butyl-(chloro)dimethyl-silane C(C)(C)(C)[Si](C)(C)Cl